3-bromo-2-(3-cyano-2-methyl-phenyl)-N-(2-hydroxy-2-methyl-propyl)pyrazolo[1,5-a]pyrimidine-5-carboxamide BrC=1C(=NN2C1N=C(C=C2)C(=O)NCC(C)(C)O)C2=C(C(=CC=C2)C#N)C